ClC1=C(C=C(C=C1)Cl)C=1N=CN(C(C1)=O)[C@H]1CCC[C@H](C(NC=2C=NN(C2C=2C=CN=C1C2)C)=O)C (9R,13S)-13-[4-(2,5-dichlorophenyl)-6-oxo-1,6-dihydropyrimidin-1-yl]-3,9-dimethyl-3,4,7,15-tetraazatricyclo[12.3.1.02,6]Octadecan-1(18),2(6),4,14,16-pentaen-8-one